(R)-N-(5-((6-(3-(3-fluoro-5-(3-fluorophenoxy)phenyl)isoxazolidin-2-yl)pyrimidine-4-yl)amino)-4-methoxy-2-(4-propylpiperazin-1-yl)phenyl)acrylamide FC=1C=C(C=C(C1)OC1=CC(=CC=C1)F)[C@@H]1N(OCC1)C1=CC(=NC=N1)NC=1C(=CC(=C(C1)NC(C=C)=O)N1CCN(CC1)CCC)OC